diisopropyl nitromalonate [N+](=O)([O-])C(C(=O)OC(C)C)C(=O)OC(C)C